1-[2-(2-naphthyl)ethyl]-4-(3-trifluoromethylphenyl)-1,2,3,6-tetrahydropyridine C1=C(C=CC2=CC=CC=C12)CCN1CCC(=CC1)C1=CC(=CC=C1)C(F)(F)F